N1C=C(C=2C1=CN=CC2)C(=O)O 1H-pyrrolo[2,3-c]pyridine-3-carboxylic acid